methyl-5-hydroxynaphthalene-1-carboxylate COC(=O)C1=CC=CC2=C(C=CC=C12)O